4-(2-chloro-4-fluorophenyl)-7-(methoxymethyl)-2H-chromen-2-one ClC1=C(C=CC(=C1)F)C1=CC(OC2=CC(=CC=C12)COC)=O